C(#N)C1=CC(=C(C=C1)C1=C2C(=C(N=N1)N[C@H]1CN(CCC1)C(=O)OC(C)(C)C)C=NC=C2)O tert-butyl (R)-3-((1-(4-cyano-2-hydroxyphenyl)pyrido[3,4-d]pyridazin-4-yl)amino)piperidine-1-carboxylate